ClC=1C=C(C(=NC1N1N=CC=N1)C)NC(=O)C=1C=NN(C1C(F)(F)F)C=1C=2N(C=CC1)N=CC2 N-(5-chloro-2-methyl-6-(2H-1,2,3-triazol-2-yl)pyridin-3-yl)-1-(pyrazolo[1,5-a]pyridin-4-yl)-5-(trifluoromethyl)-1H-pyrazole-4-carboxamide